2-(1-chlorodibenzo[b,d]furan-4-yl)-1-(3,5-diisopropyl-[1,1'-biphenyl]-4-yl)-1H-benzo[d]imidazole ClC1=CC=C(C=2OC3=C(C21)C=CC=C3)C3=NC2=C(N3C3=C(C=C(C=C3C(C)C)C3=CC=CC=C3)C(C)C)C=CC=C2